C(C(C)C)C1=CC=C(C=C1)C(C(=O)NNS(=O)(=O)C1=CC=C(C=C1)C(F)(F)F)C N'-(2-(4-isobutylphenyl)propanoyl)-4-(trifluoromethyl)benzenesulfonohydrazide